methoxyoxovanadium (V) CO[V+2]=O